The molecule is a methyl ester that is 1H-indole substituted by a 3-methoxy-3-oxoprop-1-en-2-yl group at position 2 and a 2-(5-ethyl-3,4-dihydropyridin-1(2H)-yl)ethyl groups at position 3. It is a transient intermediate in the synthesis of indole alkaloids such as vindoline and vincadifformine. It is an enamine, a methyl ester, a monoterpenoid indole alkaloid, an enoate ester, a tetrahydropyridine, a tertiary amino compound, a secondary amino compound and an olefinic compound. It is a conjugate base of a secodine(1+). CCC1=CN(CCC1)CCC2=C(NC3=CC=CC=C32)C(=C)C(=O)OC